3-(2-((Tert-Butyldiphenylsilyl)oxy)ethyl)-2-(1-(cyclopropylmethyl)-6-methoxy-1H-indol-2-yl)-4-methoxybenzofuran-6-carboxylic acid ethyl ester C(C)OC(=O)C1=CC2=C(C(=C(O2)C=2N(C3=CC(=CC=C3C2)OC)CC2CC2)CCO[Si](C2=CC=CC=C2)(C2=CC=CC=C2)C(C)(C)C)C(=C1)OC